N-(4-methyl-3-(2-(methylamino)-8,9-dihydroimidazo[1',2':1,6]pyrido[2,3-d]pyrimidin-6-yl)phenyl)-2-oxo-5-(trifluoromethyl)-1,2-dihydropyridine-3-carboxamide CC1=C(C=C(C=C1)NC(=O)C=1C(NC=C(C1)C(F)(F)F)=O)C1=CC2=C(N=C(N=C2)NC)N2C1=NCC2